COC1=C(C=C(C=C1)S(=O)(=O)O)P(CCCP(C1=C(C=CC(=C1)S(=O)(=O)O)OC)C1=C(C=CC(=C1)S(=O)(=O)O)OC)C1=C(C=CC(=C1)S(=O)(=O)O)OC 1,3-bis[bis(2-methoxy-5-sulfophenyl)phosphino]propane